FC=1C=C2C(=C(NC2=CC1)C1=CC=C(C#N)C=C1)C=1OC(=NN1)N[C@@H]1C(NCC1)=O 4-[5-fluoro-3-(5-{[(3S)-2-oxopyrrolidin-3-yl]amino}-1,3,4-oxadiazol-2-yl)-1H-indol-2-yl]benzonitrile